BrC1=C2C=NN(C2=CC(=C1CCCCSC[C@H]1CN(CCC1)C(=O)OC(C)(C)C)Cl)C1OCCCC1 tert-Butyl (3R)-3-(((4-(4-bromo-6-chloro-1-(tetrahydro-2H-pyran-2-yl)-1H-indazol-5-yl)butyl)thio)methyl)piperidine-1-carboxylate